[C@@H]1([C@@H](O)[C@H](O)[C@H](O1)CO)N1C2=NC(=NC(=C2N=C1)OC)N 9-(β-D-arabinofuranosyl)-6-methoxy-9H-purine-2-amine